tert-butyl N-[6-[5,6-difluoro-1-(oxan-2-yl)indazol-3-yl]-2-methylpyridin-3-yl]-N-methylcarbamate FC=1C=C2C(=NN(C2=CC1F)C1OCCCC1)C1=CC=C(C(=N1)C)N(C(OC(C)(C)C)=O)C